NCC1=CC=C(CNC([C@H](CC2=CC=CC=C2)NC([C@@H](CC2=CC=C(C=C2)OCC)NC(C2=CC=CC=C2)=O)=O)=O)C=C1 N-((R)-1-(((S)-1-((4-(aminomethyl)benzyl)amino)-1-oxo-3-phenylpropan-2-yl)amino)-3-(4-ethoxyphenyl)-1-oxopropan-2-yl)benzamide